4-(5-methoxy-6-methyl-6H-thieno[3,2-e]indol-2-yl)-4-oxobutanoic acid COC=1C=C2C(=C3C=CN(C13)C)C=C(S2)C(CCC(=O)O)=O